(4-(4-amino-3-(4-((5-chloro-4-methylpyrimidin-2-yl)oxy)-3-fluorophenyl)-7-cyano-1-methyl-1H-pyrrolo[3,2-c]pyridin-2-yl)phenyl)acrylamide NC1=NC=C(C2=C1C(=C(N2C)C2=CC=C(C=C2)C(C(=O)N)=C)C2=CC(=C(C=C2)OC2=NC=C(C(=N2)C)Cl)F)C#N